5-(5-(4-(2-hydroxyethyl)-1H-pyrazol-1-yl)-6-methylpyridazin-3-yl)pyrimidine-2,4(1H,3H)-dione OCCC=1C=NN(C1)C=1C=C(N=NC1C)C=1C(NC(NC1)=O)=O